CN1C=NC=C1B(O)O (1-methyl-1H-imidazol-5-yl)boronic acid